N-(1-Methyl-6-indazolyl)-4-oxo-4-(1-phenyl-3,4-dihydro-1H-isoquinolin-2-yl)butyric acid amide CN1N=CC2=CC=C(C=C12)NC(CCC(N1C(C2=CC=CC=C2CC1)C1=CC=CC=C1)=O)=O